C(C1=CC=CC=C1)OC1=NC(=CC=C1C1=CC=C(C=C1)N1C[C@H]2CNC[C@@H]2C1)OCC1=CC=CC=C1 (3aR,6aR)-2-(4-(2,6-bis(benzyloxy)pyridin-3-yl)phenyl)octahydropyrrolo[3,4-c]pyrrole